N-(4-(cyclopentyloxy)-3-fluorophenyl)-2-(2-methylpyrrolidin-1-yl)-5-(2,2,2-trifluoroethyl)oxazole-4-carboxamide C1(CCCC1)OC1=C(C=C(C=C1)NC(=O)C=1N=C(OC1CC(F)(F)F)N1C(CCC1)C)F